FC=1C=C2C=C(NC2=CC1OCC1=NOC=C1)CNC(=O)N1C[C@H](CC1)C (S)-N-((5-fluoro-6-(isoxazol-3-ylmethoxy)-1H-indol-2-yl)methyl)-3-methylpyrrolidine-1-carboxamide